N-((3aS,4S,5S,7S,7aR)-2-(4-cyano-2-fluoro-3-(trifluoromethyl)phenyl)-4,7-dimethyl-1,3-dioxooctahydro-1H-4,7-epoxyisoindol-5-yl)-5-(1-hydroxyethyl)-1H-pyrazole-3-carboxamide C(#N)C1=C(C(=C(C=C1)N1C([C@H]2[C@@]3(C[C@@H]([C@]([C@H]2C1=O)(O3)C)NC(=O)C3=NNC(=C3)C(C)O)C)=O)F)C(F)(F)F